ClC1=NC=2C=CC=CC2C=2N1N=C(N2)C2=NN(C=C2)C 5-chloro-2-(1-methyl-1H-pyrazol-3-yl)[1,2,4]triazolo[1,5-c]quinazoline